C(C)(C)(C)OC(=O)N1C(N[C@@H](C1)C(N(C1=CC=C2C(=N1)N(C=C2)S(=O)(=O)C2=CC=C(C)C=C2)C)=O)=O (S)-4-(methyl-(1-tosyl-1H-pyrrolo[2,3-b]pyridin-6-yl)carbamoyl)-2-oxoimidazolidine-1-carboxylic acid tert-butyl ester